tert-butyl (22-hydroxy-15-oxo-3,6,9,12-tetraoxa-16-azadocosyl)carbamate OCCCCCCNC(CCOCCOCCOCCOCCNC(OC(C)(C)C)=O)=O